N-[1-(2-cyanopyridin-4-yl)piperidin-4-yl]-4-(furo[3,2-c]pyridin-4-yl)benzamide C(#N)C1=NC=CC(=C1)N1CCC(CC1)NC(C1=CC=C(C=C1)C1=NC=CC2=C1C=CO2)=O